O[C@H](CO)[C@H]1[C@@H](C1)C(=O)OC(C)(C)C tert-butyl (1R,2R)-2-((S)-1,2-dihydroxyethyl)cyclopropane-1-carboxylate